6-chloroquinazolin ClC=1C=C2C=NC=NC2=CC1